COCOC1=CC=C(C=C1)C1=CC=C2CCC3(C(C2=C1)NC(O[C@@H]1CN2CCC1CC2)=O)CC3 (S)-quinuclidin-3-yl (7'-(4-(methoxymethoxy)phenyl)-3',4'-dihydro-1'H-spiro[cyclopropane-1,2'-naphthalen]-1'-yl)carbamate